3-(4-(1-(2-azaspiro[3.3]heptane-6-yl)-1H-pyrazol-4-yl)-3-methyl-1H-indazol-1-yl)piperidine-2,6-dione C1NCC12CC(C2)N2N=CC(=C2)C2=C1C(=NN(C1=CC=C2)C2C(NC(CC2)=O)=O)C